C(CC(O)(C(=O)O)CC(=O)O)(=O)O.[Na].[Na] disodium citric acid